4-carboxybenzotriazole C(=O)(O)C1=CC=CC=2NN=NC21